ClC1=NC(=NS1)C1=CC=C(S1)S(=O)(=O)N1CCN(CC1)C(COC=1C=CC=C2C(=NN(C12)C)C1C(NC(CC1)=O)=O)=O 3-(7-(2-(4-((5-(5-chloro-1,2,4-thiadiazol-3-yl)thiophen-2-yl)sulfonyl)piperazin-1-yl)-2-oxoethoxy)-1-methyl-1H-indazol-3-yl)piperidine-2,6-dione